4-hydroxy-5-methylpyrrolidin-2-one OC1CC(NC1C)=O